(4-(2-(2,6-dioxopiperidin-3-yl)-1-oxoisoindolin-4-yl)but-3-yn-1-yl)piperazine-1-carboxamide O=C1NC(CCC1N1C(C2=CC=CC(=C2C1)C#CCCC1N(CCNC1)C(=O)N)=O)=O